2-[(2,6-difluorobenzoyl)amino]-4-[2-ethoxyethyl-[4-(5,6,7,8-tetrahydro-1,8-naphthyridin-2-yl)butyl]amino]butanoic acid FC1=C(C(=O)NC(C(=O)O)CCN(CCCCC2=NC=3NCCCC3C=C2)CCOCC)C(=CC=C1)F